C(#N)C1=CC(=C(C=C1C)NC(C)=O)I N-(4-cyano-2-iodo-5-methylphenyl)acetamide